iso-undecyl alcohol C(CCCCCCCC(C)C)O